C1(CC1)S(=O)(=O)N1N=CC(=C1)C1=NC=CC(=N1)C1(NC=C(C(=C1)NC1CC(CCC1)F)C#CC=1C=NN(C1)C)N 2-(2-(1-(Cyclopropylsulfonyl)-1H-pyrazol-4-yl)pyrimidin-4-yl)-N4-(3-fluorocyclohexyl)-5-((1-methyl-1H-pyrazol-4-yl)ethynyl)pyridine-2,4-diamine